[N+](=[N-])=C(C(=O)OCC)C(CC(C(F)(F)F)(C)O)=O ethyl 2-diazo-6,6,6-trifluoro-5-hydroxy-5-methyl-3-oxohexanoate